CN1N=NC(=C1C1=C(C2=C(C3=NC=C(C=C3N2[C@@H](C2CCOCC2)C2=CC=CC=C2)C(C)(C)O)S1)C)C (S)-2-(2-(1,4-dimethyl-1H-1,2,3-triazol-5-yl)-3-methyl-4-(phenyl-(tetrahydro-2H-pyran-4-yl)methyl)-4H-thieno[2',3':4,5]pyrrolo[3,2-b]pyridin-6-yl)propan-2-ol